ClC1=NC=C(C(=C1)F)C#CC1CN(CC1)C 2-chloro-4-fluoro-5-((1-methylpyrrolidin-3-yl)ethynyl)pyridine